4-(4-chlorophenyl)-1H-pyrrolo[2,3-b]pyridine ClC1=CC=C(C=C1)C1=C2C(=NC=C1)NC=C2